7-(3-isopropyl-5-(piperidin-4-yl)-1H-indol-2-yl)-5-methoxy-2-methylimidazo[1,2-a]pyridine C(C)(C)C1=C(NC2=CC=C(C=C12)C1CCNCC1)C1=CC=2N(C(=C1)OC)C=C(N2)C